4,4-difluoro-1,2-diphenylbutan-1-one FC(CC(C(=O)C1=CC=CC=C1)C1=CC=CC=C1)F